tributylammonium tris(trifluoromethylphenyl)borate FC(F)(F)C1=C(C=CC=C1)OB(OC1=C(C=CC=C1)C(F)(F)F)OC1=C(C=CC=C1)C(F)(F)F.C(CCC)[NH+](CCCC)CCCC